N1(CCNCC1)C=1C(NC=CN1)=O 3-(piperazin-1-yl)pyrazin-2(1H)-one